(6Z)-6,8-nonadienal C(CCCC\C=C/C=C)=O